FC=1C=CC2=C(C=C(S2)C(=O)N[C@H](C(=O)O)CC2=CC=CC=C2)C1 (2S)-2-[(5-fluoro-1-benzothiophene-2-carbonyl)amino]-3-phenylpropionic acid